3-(2,6-dichlorophenyl)-1-methyl-7-((2-(trimethylsilyl)ethoxy)methyl)-1,2,3,7-tetrahydro-4H-pyrrolo[3',2':5,6]pyrido[4,3-d]pyrimidin-4-one ClC1=C(C(=CC=C1)Cl)N1CN(C2=C(C1=O)C=NC1=C2C=CN1COCC[Si](C)(C)C)C